[C@H]12COC[C@H](CC(C1)OC=1C(=CC(=NC1)C)C1=CC=3N(C=C1)N=C(C3)NC3=C(C(=O)NC)C=CC=N3)N2 ((5-(5-(((1R,5S,7s)-3-oxa-9-azabicyclo[3.3.1]nonan-7-yl)oxy)-2-methylpyridin-4-yl)pyrazolo[1,5-a]pyridin-2-yl)amino)-N-methylnicotinamide